C(C#C)O[C@H]1CN(CC1)C(=O)OC(C)(C)C Tert-butyl (3R)-3-prop-2-ynoxypyrrolidine-1-carboxylate